N1C=CC2=CC=C(C=C12)NC(N[C@H](CC(=O)N(C)C)C1=CC2=C(SCCN2CC2=CC=CC=C2)C=C1)=O (R)-3-(3-(1H-indol-6-yl)ureido)-3-(4-benzyl-3,4-dihydro-2H-benzo[b][1,4]thiazin-6-yl)-N,N-dimethylpropionamide